C1(CCCC1)N1C(C2=CC=C(C=C2C1)OCC=1C=C(C=CC1)C=1C=C(C(=O)O)C=CC1F)=O 3-{3-[(2-Cyclopentyl-1-oxoisoindolin-5-yloxy)methyl]phenyl}-4-fluorobenzoic acid